N1N=CC2=CC(=CC=C12)NC1=NC(=NC2=CC=CC=C12)C1=CC=C2C=C(NC2=C1)C(=O)NC(C)C 6-(4-((1H-indazol-5-yl)amino)quinazolin-2-yl)-N-isopropyl-1H-indole-2-carboxamide